(R)-tert-butyl (1-diazo-4-methyl-2-oxopentan-3-yl)carbamate [N+](=[N-])=CC([C@@H](C(C)C)NC(OC(C)(C)C)=O)=O